CCCCCCCCCCCCCCCC(=O)N[C@@H](CO[C@H]1[C@@H]([C@H]([C@@H]([C@H](O1)CO)O[C@H]2[C@@H]([C@H]([C@H]([C@H](O2)CO)O[C@@H]3[C@@H]([C@H]([C@H]([C@H](O3)CO)O)O)O)O)O)O)O)[C@@H](/C=C/CCCCCCCCCCCCC)O The molecule is a glycotriaosylceramide having alpha-D-galactosyl-(1->4)-beta-D-galactosyl-(1->4)-beta-D-glucosyl as the glycotriaosyl component attached to the Cer(d18:1/16:0). It has a role as a mouse metabolite. It derives from a hexadecanoic acid.